N6-Carboxymethyllysine C(=O)(O)CNCCCC[C@H](N)C(=O)O